3-(3-cyano-4-fluorophenyl)-1-ethylurea C(#N)C=1C=C(C=CC1F)NC(NCC)=O